tert-butyl 3-hydroxy-3-(4-(4-(4-(trifluoromethyl)phenyl) piperidine-1-carbonyl)phenyl)pyrrolidine-1-carboxylate OC1(CN(CC1)C(=O)OC(C)(C)C)C1=CC=C(C=C1)C(=O)N1CCC(CC1)C1=CC=C(C=C1)C(F)(F)F